C(C)(C)(C)C1CCC(CC1)NC(C1=CC(=CC(=C1)NC(=O)[C@@H]1CC[C@@H](CC1)C(C)(C)C)NC(=O)[C@@H]1CC[C@@H](CC1)C(C)(C)C)=O N-(4-tert-butylcyclohexyl)-3,5-bis-[cis-4-tert-butylcyclohexylcarbonylamino]-benzamide